tert-butyl (1-(2-((1-((dimethylamino)methyl)cyclopropyl)methoxy)-6-(3-hydroxy-8-iodo-1-naphthoyl)-6,7-dihydro-5H-pyrrolo[3,4-d]pyrimidin-4-yl)-5-hydroxypiperidin-3-yl)carbamate CN(C)CC1(CC1)COC=1N=C(C2=C(N1)CN(C2)C(=O)C2=CC(=CC1=CC=CC(=C21)I)O)N2CC(CC(C2)O)NC(OC(C)(C)C)=O